potassium heptonate C(C(C(C(C(C(C(=O)[O-])O)O)O)O)O)O.[K+]